N,N-bis(acryloyl)Cysteamine Ethyl-(5-(7-chloro-4-oxo-3,4-dihydrophthalazin-1-yl)-1H-benzimidazol-2-yl)carbamate C(C)N(C(O)=O)C1=NC2=C(N1)C=CC(=C2)C2=NNC(C1=CC=C(C=C21)Cl)=O.C(C=C)(=O)N(CCS)C(C=C)=O